C(=O)C=1N(C(N(C1)C1=CC(=C(C=N1)C#N)OC)=O)C 6-(4-formyl-3-methyl-2-oxo-2,3-dihydro-1H-imidazol-1-yl)-4-methoxypyridine-3-carbonitrile